C[GeH]([GeH3])C dimethyldigermane